(Z)-3-fluoro-4-(6-fluoro-4-(4-(morpholinesulfonyl)phenyl)-1H-benzo[d]imidazol-1-yl)but-2-en-1-amine hydrochloride Cl.F\C(=C/CN)\CN1C=NC2=C1C=C(C=C2C2=CC=C(C=C2)S(=O)(=O)N2CCOCC2)F